C(C(C)(C)C)(=O)OCN1N=NC(=C1)C1(CN(CC1)C(\C=C\C=1C=NC(=NC1)NC1CC2=CC=CC=C2C1)=O)C (E)-(4-(1-(3-(2-((2,3-dihydro-1H-inden-2-yl)amino)pyrimidin-5-yl)acryloyl)-3-methylpyrrolidin-3-yl)-1H-1,2,3-triazol-1-yl)methyl pivalate